NCCN[C@@H](C)C(=O)O N-(2-aminoethyl)alanine